1-bromo-3,4-bis(chloromethyl)-2-methylbenzene BrC1=C(C(=C(C=C1)CCl)CCl)C